(5-fluoro-2-oxo-2,3-dihydro-1H-1,3-benzodiazol-1-yl)piperidine-1-carboxylic acid tert-butyl ester C(C)(C)(C)OC(=O)N1C(CCCC1)N1C(NC2=C1C=CC(=C2)F)=O